FC(F)(F)C(=O)C(F)(F)F trifluoromethylKetone